tert-butyl (2-(3-(aminomethyl)-4-methylphenoxy)ethyl)carbamate NCC=1C=C(OCCNC(OC(C)(C)C)=O)C=CC1C